N(C(=N)N)CCC1=CC=C(C=C1)NC(=O)C1=CN=C(S1)C=1CCN(CC1)C(N)=N N-[4-(2-carbamimidamidoethyl)phenyl]-2-(1-carbamimidoyl-1,2,3,6-tetrahydropyridin-4-yl)-1,3-thiazole-5-carboxamide